N-(4-((2-(1,1-difluoroethyl)-6-methylpyrimidin-4-yl)amino)-5-((5-methoxypyridin-2-yl)methoxy)pyridin-2-yl)acetamide FC(C)(F)C1=NC(=CC(=N1)NC1=CC(=NC=C1OCC1=NC=C(C=C1)OC)NC(C)=O)C